C(#N)[C@H](C[C@H]1C(NCC1)=O)NC(=O)[C@H]1N([C@@H]2CC([C@H]1CC2)(F)F)C(=O)C2(C1=CC=CC=C1C=1C=CC=CC21)O (1S,3S,4S)-N-((S)-1-cyano-2-((S)-2-oxopyrrolidin-3-yl)ethyl)-5,5-difluoro-2-(9-hydroxy-9H-fluorene-9-carbonyl)-2-azabicyclo[2.2.2]octane-3-carboxamide